isocoumarin C1(=O)OC=CC2=CC=CC=C12